tert-butyl (S)-(3,3-difluoro-5-hydroxypentan-2-yl)carbamate FC([C@H](C)NC(OC(C)(C)C)=O)(CCO)F